2-ETHYLHEXYL PROPIONATE C(CC)(=O)OCC(CCCC)CC